tert-butyl 4-[2-cyclohexyl-5-(2-trimethylsilylethoxymethyl)pyrrolo[2,3-b]pyrazin-7-yl]piperidine-1-carboxylate C1(CCCCC1)C=1N=C2C(=NC1)N(C=C2C2CCN(CC2)C(=O)OC(C)(C)C)COCC[Si](C)(C)C